[Br-].[Br-].OCC(COC=1C=[N+](C=CC1)CCCCCCCCCCCC)(COC=1C=[N+](C=CC1)CCCCCCCCCCCC)CO 3-(3-hydroxy-2-(hydroxymethyl)-2-{[(1-dodecylpyridinium-3-yl)oxy]methyl}propoxy)-1-dodecylpyridinium dibromide